C(C(=C)C)(=O)OC=1C2=CC=CC=C2C(=C2CCCCC12)OC1=CC=CC=C1 9-methacryloyloxy-10-phenoxy-1,2,3,4-tetrahydroanthracene